OC1=CC(N=CN1)=O 6-hydroxy-1,4-dihydropyrimidin-4-one